N-{(1R)-1-[3-(1H-indol-4-yl)phenyl]ethyl}-6,7-dimethoxy-2-methylquinazolin-4-amine N1C=CC2=C(C=CC=C12)C=1C=C(C=CC1)[C@@H](C)NC1=NC(=NC2=CC(=C(C=C12)OC)OC)C